(5-iodo-2-methylphenyl)(5-(4-fluorophenyl)thiophen-2-yl)methanone IC=1C=CC(=C(C1)C(=O)C=1SC(=CC1)C1=CC=C(C=C1)F)C